FC(C(=O)OC(CC(F)(F)F)F)=C tetrafluoropropyl α-fluoroacrylate